C(=C)C(O)C1=CC=C(C=C1)F vinyl-(4-fluoro-phenyl)methanol